N-[2-amino-5-(4-fluorophenyl)phenyl]-5-(methylsulfonyl)thiophene-2-carboxamide NC1=C(C=C(C=C1)C1=CC=C(C=C1)F)NC(=O)C=1SC(=CC1)S(=O)(=O)C